ClC1=C(C=C(C=C1)S(=O)(=O)N)[N+](=O)[O-] 4-chloro-3-nitrobenzenesulfonamide